ClC1=C(C=C(C=C1)F)B(O)O (2-chloro-5-fluorophenyl)boronic acid